5-{[2-methyl-6-(trifluoromethyl)phenyl]methoxy}-2-[(3S)-3-methylpiperazin-1-yl]pyrimidine CC1=C(C(=CC=C1)C(F)(F)F)COC=1C=NC(=NC1)N1C[C@@H](NCC1)C